7-methyl-8-oxo-2-azaspiro[4.5]decane-2-carboxylic acid tert-butyl ester C(C)(C)(C)OC(=O)N1CC2(CC1)CC(C(CC2)=O)C